7-chloro-N-[3-cyanobicyclo[1.1.1]pentan-1-yl]-N-methyl-1-[[2-(trimethylsilyl)ethoxy]methyl]indole-2-carboxamide ClC=1C=CC=C2C=C(N(C12)COCC[Si](C)(C)C)C(=O)N(C)C12CC(C1)(C2)C#N